1-(1-((1-chloroisoquinolin-6-yl)oxy)ethyl)cyclopropane-1-carbonitrile ClC1=NC=CC2=CC(=CC=C12)OC(C)C1(CC1)C#N